C1(CC1)NC1=CC(=NC=2N1N=CC2C#N)NC2=CC(=C(C=C2)N(C)CC2CC2)CS(=O)(=O)C 7-(Cyclopropylamino)-5-((4-((cyclopropylmethyl)(methyl)amino)-3-((methylsulfonyl)methyl)phenyl)amino)pyrazolo[1,5-a]pyrimidin-3-carbonitril